(R)-N-(3-bromobenzyl)-2-methylpropan-2-sulfinamide BrC=1C=C(CN[S@](=O)C(C)(C)C)C=CC1